1-(6-hexyl-4-phenylquinolin-2-yl)piperidine-3-carboxylic acid C(CCCCC)C=1C=C2C(=CC(=NC2=CC1)N1CC(CCC1)C(=O)O)C1=CC=CC=C1